4-pyridin-3-ylmethyl-1,3,5-triazine-2,4-diamine N1=CC(=CC=C1)CC1(NC(=NC=N1)N)N